[Si](C1=CC=CC=C1)(C1=CC=CC=C1)(C(C)(C)C)OC[C@H]1[C@@H](C1)CCCC(C(=O)OC(C)(C)C)C tert-butyl 5-((1R,2R)-2-(((tert-butyldiphenylsilyl) oxy) methyl) cyclopropyl)-2-methylpentanoate